FC1=C(C=CC=C1C)C(C)N 1-(2-fluoro-3-methylphenyl)ethane-1-amine